C(=C)(C)C1=C(C(=CC=C1)O)C Isopropenyl-Cresol